OC1=CC=C(C=C1)C(C(C[C@H](C(=O)N(C)[C@H](/C=C(/C(=O)O)\C)C(C)C)C(C)(C)C)NC)(C)C (4S,E)-4-((2S)-2-(3-(4-hydroxyphenyl)-3-methyl-2-(methylamino)butyl)-N,3,3-trimethylbutanamido)-2,5-dimethylhex-2-enoic acid